C(C=C)(=O)N1C[C@@H](N(CC1)C1=NC(N2C3=C(C(=C(C=C13)C(F)(F)F)C1=C(C=C(C=C1)F)F)SC[C@@H]2CN2CCN(CC2)CC)=O)C (3S)-7-((S)-4-acryloyl-2-methylpiperazin-1-yl)-10-(2,4-difluorophenyl)-3-((4-ethylpiperazin-1-yl)methyl)-9-(trifluoromethyl)-2H-[1,4]thiazino[2,3,4-ij]quinazolin-5(3H)-one